O=C1N(C2=C(N1CC=1C=C(C(=O)OC)C=CC1)C=CC=C2)C(=C)C methyl 3-((2-oxo-3-(prop-1-en-2-yl)-2,3-dihydro-1H-benzo[d]imidazol-1-yl)methyl)benzoate